ClC=1C=C(C(=NC1)OC)C=1C=C2C(=NN=C(C2=CC1)NCC1=C(C=C(C=C1)OC)OC)C 6-(5-chloro-2-methoxypyridin-3-yl)-N-[(2,4-dimethoxyphenyl)methyl]-4-methylphthalazin-1-amine